4,4'-(naphthalene-2,6-diyl)bis(3-(trifluoromethyl)aniline) C1=C(C=CC2=CC(=CC=C12)C1=C(C=C(N)C=C1)C(F)(F)F)C1=C(C=C(N)C=C1)C(F)(F)F